5-(tert-butoxycarbonyl)-4,5,6,7-tetrahydro-1H-pyrazolo[4,3-c]pyridine-3-carboxylic acid C(C)(C)(C)OC(=O)N1CC2=C(CC1)NN=C2C(=O)O